2,3,5,6-tetramethyl-4-(2H-tetraazol-5-yl)phenyl 4-(benzyloxy)-2,3,6-trimethylbenzoate C(C1=CC=CC=C1)OC1=C(C(=C(C(=O)OC2=C(C(=C(C(=C2C)C)C=2N=NNN2)C)C)C(=C1)C)C)C